O1C(NC2=C1C=CC(=C2)NC2=NC(=NC=C2F)NC=2C=CC(=NC2)N2[C@@H]1CN([C@H](C2)C1)C)=O N4-(benzoxazolin-2-on-5-yl)-N2-[2-((1S,4S)-5-methyl-2,5-diazabicyclo[2.2.1]heptan-2-yl)pyridin-5-yl]-5-fluoropyrimidine-2,4-diamine